5-(3-(2-methoxyethoxy)azetidin-1-yl)pyridin-2-amine COCCOC1CN(C1)C=1C=CC(=NC1)N